Tert-butyl (S)-1-((oxetan-2-yl) methyl)-2-((4-(6-((pyrazolo[1,5-a]pyridin-7-yl) methoxy) pyridin-2-yl) piperidin-1-yl) methyl)-1H-benzo[d]imidazole-6-carboxylate O1[C@@H](CC1)CN1C(=NC2=C1C=C(C=C2)C(=O)OC(C)(C)C)CN2CCC(CC2)C2=NC(=CC=C2)OCC2=CC=CC=1N2N=CC1